CNC(=O)C=1C=CC=2N(C3=CC=C(C=C3C2C1)C(C)C)C1=CC=C(C=C1)C(F)(F)F N-methyl-6-(propan-2-yl)-9-[4-(trifluoromethyl)phenyl]-9H-carbazole-3-carboxamide